3-(6-bromo-2,4-dioxo-3-(pyridin-3-yl)-3,4-dihydrothieno[3,2-d]pyrimidin-1(2H)-yl)propionitrile BrC1=CC=2N(C(N(C(C2S1)=O)C=1C=NC=CC1)=O)CCC#N